3-pyridinepropionic acid N1=CC(=CC=C1)CCC(=O)O